3-(((R)-7-((2S,4R)-2-(2,3-difluorophenyl)-4-(methylamino)piperidine-1-carbonyl)-7-azaspiro[4.5]dec-10-yl)methyl)-6-(2-methoxyphenyl)pyrimidin-4(3H)-one FC1=C(C=CC=C1F)[C@H]1N(CC[C@H](C1)NC)C(=O)N1CC2(CCCC2)[C@@H](CC1)CN1C=NC(=CC1=O)C1=C(C=CC=C1)OC